α,α'-bipyridyl C1=CC=NC(=C1)C2=CC=CC=N2